1-(2,7-dichloro-8-fluoropyrido[4,3-d]pyrimidin-4-yl)piperidin-3-ol ClC=1N=C(C2=C(N1)C(=C(N=C2)Cl)F)N2CC(CCC2)O